N1N=NC(=C1)C1N(CCNC1)N Triazolylpiperazineamine